6-Methoxy-N-methyl-7-(1H-pyrazol-4-yl)-N-(2,2,6,6-tetramethylpiperidin-4-yl)-5H-isochromeno[3,4-d]thiazol-2-amine COC1=C(C=CC2=C1COC=1N=C(SC12)N(C1CC(NC(C1)(C)C)(C)C)C)C=1C=NNC1